C(C)NC(=N)NC1=CC=C(C=C1)C1=NNC(CC1C)=O 1-ethyl-3-(4-(4-methyl-6-oxo-1,4,5,6-tetrahydropyridazine-3-yl)phenyl)guanidine